1H-1,2,4-triazole-1-ethanamine, hydrochloride Cl.N1(N=CN=C1)CCN